C(C)(C)(C)OC(=O)N[C@H](C(=O)N[C@H](C(=O)NC1=CC=C(C[N+](CC#C)(C)C)C=C1)CCCNC(=O)N)C(C)C N-(4-((S)-2-((S)-2-((tert-butoxycarbonyl)amino)-3-methylbutanamido)-5-ureidopentanamido)benzyl)-N,N-dimethylprop-2-yn-1-aminium